C(CCC)[B-](C1=CC=CC=C1)(C1=CC=CC=C1)C1=CC=CC=C1.C(CCC)[N+](CCCC)(CCCC)CCCC Tetrabutylammonium butyltriphenylborate